FC1=C(C=C(C=C1)OC(F)(F)F)C1=C(C=C(C(=C1)OC)C1=C(C=CC(=C1)OC(F)(F)F)F)OC 2,2''-difluoro-2',5'-dimethoxy-5,5''-bis(trifluoromethoxy)-1,1':4',1''-terphenyl